[Co].[Ni]=O Nickel oxide cobalt